tert-Butyl 3-[4-[[(1S,2R)-2-(3-hydroxycyclobutyl)cyclopropyl]methoxy]butoxy]azetidine-1-carboxylate OC1CC(C1)[C@@H]1[C@H](C1)COCCCCOC1CN(C1)C(=O)OC(C)(C)C